ClC1=CC(=C(N)C=C1)C(C(F)(F)F)=O 4-chloro-2-(trifluoroacetyl)aniline